N-(4-(6-(3-(3,3-bis(hydroxymethyl)azetidin-1-yl)propoxy)-7-methoxyquinazolin-4-yl)phenyl)-2-(4-(trifluoromethyl)phenyl)acetamide OCC1(CN(C1)CCCOC=1C=C2C(=NC=NC2=CC1OC)C1=CC=C(C=C1)NC(CC1=CC=C(C=C1)C(F)(F)F)=O)CO